FC=1C=C(C=CC1)/C=C/C(=O)C=1N(C=CC1)C (E)-3-(3-fluorophenyl)-1-(N-methyl-pyrrol-2-yl)prop-2-en-1-one